1,3-Dipropylpyridinium methansulfonat CS(=O)(=O)[O-].C(CC)[N+]1=CC(=CC=C1)CCC